Chlorobromomethan ClCBr